BrCCCCCC1(C(CCC2=CC=C(C=C12)OC)=O)C (5-bromopentyl)-7-methoxy-1-methyl-2-tetralone